C1(CC1)CC1=C2C3=CN=C(C(O[C@@H](C4=CC(=CC=C4C=4N=CC=CC4CN2N=C1)F)C)=C3)N (20R)-3-(cyclopropylmethyl)-17-fluoro-20-methyl-21-oxa-5,6,12,24-tetraazapentacyclo[20.3.1.02,6.08,13.014,19]hexacosa-1(25),2,4,8(13),9,11,14,16,18,22(26),23-undecaen-23-amine